4-(1-pyrazolo[1,5-a]pyrimidin-7-ylpiperidine-4-carbonyl)-3,5-dihydro-2H-pyrido[3,4-f][1,4]oxazepine-9-carbonitrile N1=CC=C2N1C(=CC=N2)N2CCC(CC2)C(=O)N2CCOC1=C(C2)C=NC=C1C#N